heneicosyl 8,8'-((3-((8-carbonyl-8-(undecyloxy)octyl)amino)propyl)azanediyl)dioctanoate C(=O)=C(CCCCCCCNCCCN(CCCCCCCC(=O)[O-])CCCCCCCC(=O)OCCCCCCCCCCCCCCCCCCCCC)OCCCCCCCCCCC